ethyl 3-(cyanomethyl)-6-(2,2-dimethyltetrahydro-2H-pyran-4-yl)benzo[b]thiophene-2-carboxylate C(#N)CC=1C2=C(SC1C(=O)OCC)C=C(C=C2)C2CC(OCC2)(C)C